tert-butyl (2R,3S,4S)-3,4-dihydroxy-2-(pyridin-3-ylmethyl)pyrrolidine-1-carboxylate O[C@H]1[C@H](N(C[C@@H]1O)C(=O)OC(C)(C)C)CC=1C=NC=CC1